(3-((6-chloro-1H-pyrazolo[3,4-d]pyrimidin-1-yl)methyl)cyclobutyl)methanol ClC1=NC=C2C(=N1)N(N=C2)CC2CC(C2)CO